N-[(5-cyclopropyl-6-fluoropyridin-2-yl)(phenyl)methyl]-1-{2-[4-(difluoromethyl)-1-methyl-1H-pyrazol-3-yl]acetyl}-4-fluoropyrrolidine-2-carboxamide C1(CC1)C=1C=CC(=NC1F)C(NC(=O)C1N(CC(C1)F)C(CC1=NN(C=C1C(F)F)C)=O)C1=CC=CC=C1